S(NCC)NCC thiobis(ethylamine)